3-(5-phenyl-1,3,4-oxadiazol-2-yl)-2,4-pentanedione C1(=CC=CC=C1)C1=NN=C(O1)C(C(C)=O)C(C)=O